Salicylic amide C(C=1C(O)=CC=CC1)(=O)N